C(C)(C)OC1=CC=C2C(=NC(=NC2=C1)NC=1N=CN(C1)C1=CC(=C(C(=C1)OC)OC)OC)N1C(CCC1)CO (1-(7-isopropoxy-2-((1-(3,4,5-trimethoxyphenyl)-1H-imidazol-4-yl)amino)quinazolin-4-yl)pyrrolidin-2-yl)methanol